((4-iodophenyl)sulphonamido)-4-(trifluoromethyl)-N-(3-(trifluoromethyl)bicyclo[1.1.1]pentan-1-yl)benzamide IC1=CC=C(C=C1)S(=O)(=O)NC1=C(C(=O)NC23CC(C2)(C3)C(F)(F)F)C=CC(=C1)C(F)(F)F